[Si](C)(C)(C(C)(C)C)O[C@@H]([C@H](CC=O)OC1CCCC1)C1=CC(=C(C=C1)C)OC (3S,4R)-4-((tert-butyldimethylsilyl)oxy)-3-(cyclopentyloxy)-4-(3-methoxy-4-methylphenyl)butanal